C(C)OC(COCCN(CC)CC)OCC N-(2-(2,2-diethoxyethoxy)ethyl)-N-ethylethane-1-amine